4-(3-cyclohexyl-4-(5-methylisoxazole-3-carboxamido)phenyl)-1,1-dimethylpiperidin-1-ium C1(CCCCC1)C=1C=C(C=CC1NC(=O)C1=NOC(=C1)C)C1CC[N+](CC1)(C)C